cis-2,6-dimethyl-2,3-dihydro-1H-1-indeneamine C[C@@H]1[C@@H](C2=CC(=CC=C2C1)C)N